tri(1-chloro-2-ethyl) phosphate P(=O)(OCCCl)(OCCCl)OCCCl